O=C1NC(CC[C@@H]1NC(=O)C1=C(C=C(C=C1)N1CCN(CC1)C[C@@H]1CN(CCO1)C1=CC=C(C(=O)O)C=C1)F)=O 4-[(2R)-2-[[4-(4-[[(3S)-2,6-dioxopiperidin-3-yl]carbamoyl]-3-fluorophenyl)piperazin-1-yl]methyl]morpholin-4-yl]benzoic acid